O=C1N(CC2=C(N1)C=CC(=N2)C(F)(F)F)CC(=O)O [2-oxo-6-(trifluoromethyl)-1H,4H-pyrido[3,2-d]pyrimidin-3-yl]acetic acid